disiamyl-borane C(C)(C(C)C)BC(C)C(C)C